7-hydroxy-2'-methylisoflavone OC1=CC=C2C(C(=COC2=C1)C1=C(C=CC=C1)C)=O